NC=1C=2N(C(=C(N1)C1=C(C#N)C=CC=C1)C1=CNC(C=C1)=O)N=CN2 (8-amino-5-(6-oxo-1,6-dihydropyridin-3-yl)-[1,2,4]triazolo[1,5-a]pyrazin-6-yl)benzonitrile